NC1=C(C=NN1C=1C=C(C=CC1)C(C(F)(F)F)NC(OCC1=CC=CC=C1)=O)C#N benzyl 1-(3-(5-amino-4-cyano-1H-pyrazol-1-yl)phenyl)-2,2,2-trifluoroethylcarbamate